CC1=C(C=C(C=C1[N+](=O)[O-])C(F)(F)F)[N+](=O)[O-] 4-methyl-3,5-dinitrobenzotrifluoride